C1(CC1)C=1N=CN(C1)C1(N(C(C2=CC=C(C=C12)C)=O)C1=NC(=CC=C1)C1=NN=CN1C(C)C)C (4-cyclopropyl-1H-imidazol-1-yl)-2-(6-(4-isopropyl-4H-1,2,4-triazol-3-yl)pyridin-2-yl)-3,5-dimethylisoindolin-1-one